3-[3-chloro-5-(4-fluorophenyl)-6-isopropyl-1H-pyrrolo[2,3-f]indazol-7-yl]propanoic acid ClC1=NNC2=CC3=C(C=C12)N(C(=C3CCC(=O)O)C(C)C)C3=CC=C(C=C3)F